N-[[rac-(1S,3R)-3-[[6-(dimethylcarbamoyl)-1,3-benzothiazol-2-yl]amino]cyclopentyl]methyl]-3-methyl-isoxazole-5-carboxamide CN(C(=O)C1=CC2=C(N=C(S2)N[C@H]2C[C@H](CC2)CNC(=O)C2=CC(=NO2)C)C=C1)C |r|